CC1=CC(=C(C=C1)NC(=O)C(=O)NC1=C(C=C(C=C1)C)C1=CC=CC=C1)C1=CC=CC=C1 N,N'-bis(4-methyl-2-phenyl-phenyl)oxamide